BrC1=CC(=C(C(=C1)[N+](=O)[O-])NC(C(F)(F)F)=O)C#CCO N-(4-bromo-2-(3-hydroxypropan-1-yn-1-yl)-6-nitrophenyl)-2,2,2-trifluoroacetamide